C(#N)C1=C(C=CC=C1)C(C(F)(F)C=1N(C(C(=C(N1)C(=O)NC=1C=NOC1)OC)=O)C)C=1C=NN(C1)C 2-(2-(2-cyanophenyl)-1,1-difluoro-2-(1-methyl-1H-pyrazol-4-yl)ethyl)-N-(isoxazol-4-yl)-5-methoxy-1-methyl-6-oxo-1,6-dihydropyrimidine-4-carboxamide